ClC(OC1=CC=C(C=C1)NC(=O)C=1C=NC(=C(C1)C1=NNC=C1)N1C[C@@H](CC1)O)(F)F N-[4-(Chlorodifluoromethoxy)phenyl]-6-[(3R)-3-hydroxypyrrolidin-1-yl]-5-(1H-pyrazol-3-yl)pyridine-3-carboxamide